2-(4-(3-(2,6-dioxopiperidin-3-yl)-1-methyl-1H-indazol-6-yl)-3,3-difluoropiperidin-1-yl)acetic acid O=C1NC(CCC1C1=NN(C2=CC(=CC=C12)C1C(CN(CC1)CC(=O)O)(F)F)C)=O